6-((8-amino-7-fluoro-6-(8-methyl-2,3-dihydro-1H-pyrido[2,3-B][1,4]oxazin-7-yl)isoquinolin-3-yl)amino)-3-methyl-3,4-dihydro-2H-benzo[e][1,3]oxazin-2-one NC=1C(=C(C=C2C=C(N=CC12)NC=1C=CC2=C(CN(C(O2)=O)C)C1)C1=C(C2=C(OCCN2)N=C1)C)F